C(#N)C1=CC=C(C(=O)C2=NC3=CC=C(C=C3C(N2)=O)[N+](=O)[O-])C=C1 2-(4-cyanobenzoyl)-6-nitro-4(3H)-quinazolinone